CN(CC(=O)NC=1C=C2CC(CC2=C(C1)F)CO)C 2-(dimethylamino)-N-[7-fluoro-2-(hydroxymethyl)indan-5-yl]acetamide